(3-((1H-pyrazol-1-yl)methyl)phenyl)methylamine N1(N=CC=C1)CC=1C=C(C=CC1)CN